C1(CC1)N1N=C(C(=C1)C=C1CC2(CN(C2)C(=O)OC(C)(C)C)C1)C(F)(F)F tert-butyl 6-[[1-cyclopropyl-3-(trifluoromethyl) pyrazol-4-yl]methylene]-2-azaspiro[3.3]heptane-2-carboxylate